tri(2,3-dibromopropyl)phosphate BrC(COP(=O)(OCC(CBr)Br)OCC(CBr)Br)CBr